OC1(CC(C1)N1C=C(C2=C1N=NC(=C2)C2=C(C=C(C=C2C)C)O)C)C 2-[7-(cis-3-hydroxy-3-methylcyclobutyl)-5-methyl-7H-pyrrolo[2,3-c]pyridazin-3-yl]-3,5-dimethylphenol